CN1C(=NN=C1)C1CCN(CC1)C1=C(C#N)C=CC=C1C=1C=C2C(=NC1)C=NN2 2-(4-(4-methyl-4H-1,2,4-triazol-3-yl)piperidin-1-yl)-3-(1H-pyrazolo[4,3-b]pyridin-6-yl)benzonitrile